(S)-4-(4-(bromomethyl)-3-(methoxycarbonyl)-5-(trifluoromethyl)benzyl)-3-isopropylpiperazine-1-carboxylic acid tert-butyl ester C(C)(C)(C)OC(=O)N1C[C@@H](N(CC1)CC1=CC(=C(C(=C1)C(F)(F)F)CBr)C(=O)OC)C(C)C